OCCCCCCNC(C1=CC(=C(C(=C1)OC)OC)OC)=O N-(6-hydroxyhexyl)-3,4,5-trimethoxybenzamide